ClC1=C(C(=C(CNC(=O)[C@]2(C=3C=CC=NC3[C@]3(CC2)OC3)F)C=C1)F)F (2S,5'S)-N-(4-chloro-2,3-difluorobenzyl)-5'-fluoro-6',7'-dihydro-5'H-spiro[oxirane-2,8'-quinoline]-5'-carboxamide